N-[2-(4-FORMYLPHENOXY)PHENYL]ACETAMIDE C(=O)C1=CC=C(OC2=C(C=CC=C2)NC(C)=O)C=C1